O=C1NC(CC[C@H]1N1C(C2=CC=C(C=C2C1=O)N1CC(C1)(F)CN1CCC(CC1)N1N=C2C=C(C(=CC2=C1)NC(=O)C=1C=NN2C1N=CC=C2)OC(C)C)=O)=O (R)-N-(2-(1-((1-(2-(2,6-dioxopiperidin-3-yl)-1,3-dioxoisoindolin-5-yl)-3-fluoroazetidin-3-yl)methyl)piperidin-4-yl)-6-isopropoxy-2H-indazol-5-yl)pyrazolo[1,5-a]pyrimidine-3-carboxamide